triazolone nitrogen [N].N=1N=NC(C1)=O